C(C)(C)(C)OC(=O)N1C(CCCC1)(C)C 2,2-dimethylpiperidin-1-carboxylic acid tert-butyl ester